chlorine (2-methylphenyl)[1,1'-bis(diphenylphosphino)ferrocene] nickel (II) [Ni+2].CC1=C(C=CC=C1)C=1[C-](C=CC1)P(C1=CC=CC=C1)C1=CC=CC=C1.[C-]1(C=CC=C1)P(C1=CC=CC=C1)C1=CC=CC=C1.[Fe+2].[Cl+]